N-(2-fluoro-4-(4-methylpiperazin-1-yl)phenyl)-5'-(4-fluorophenyl)-3'-isopropyl-1-((2-(trimethylsilyl)ethoxy)methyl)-1H,3'H-[2,4'-biimidazole]-4-carboxamide FC1=C(C=CC(=C1)N1CCN(CC1)C)NC(=O)C=1N=C(N(C1)COCC[Si](C)(C)C)C=1N(C=NC1C1=CC=C(C=C1)F)C(C)C